tert-Butyl 3-[[6-cyano-5-(trifluoromethyl)-pyridin-3-yl]amino]-2-hydroxy-2-methyl-3-oxopropanoate C(#N)C1=C(C=C(C=N1)NC(C(C(=O)OC(C)(C)C)(C)O)=O)C(F)(F)F